(2R)-N-(4-(tert-butyl)phenyl)-N-(2-(cyclohexylamino)-1-(5-methoxypyridin-3-yl)-2-oxoethyl)pyrrolidine-2-carboxamide C(C)(C)(C)C1=CC=C(C=C1)N(C(=O)[C@@H]1NCCC1)C(C(=O)NC1CCCCC1)C=1C=NC=C(C1)OC